C(CCC)NCCC[Si](OC)(OC)OC N-Butyl-3-aminopropyltrimethoxysilan